(11,11-dimethyl-11H-benzo[b]fluoren-2-yl)boronic acid CC1(C=2C=C(C=CC2C=2C=C3C(=CC12)C=CC=C3)B(O)O)C